C[C@@H]1[C@@](C1)(C1=NOC(N1)=C=O)N1C(=CC2=CC(=CC=C12)C1CCOCC1)C(=O)O 1-((1S,2S)-2-methyl-1-(5-carbonyl-4,5-dihydro-1,2,4-oxadiazol-3-yl)cyclopropyl)-5-(tetrahydro-2H-pyran-4-yl)-1H-indole-2-carboxylic acid